4-(4-(2-(4-(tert-butyl)phenoxy)ethoxy)-3-methoxybenzylidene)-1-(cyclohexane-1,3-dien-1-yl)pyrazolidine-3,5-dione C(C)(C)(C)C1=CC=C(OCCOC2=C(C=C(C=C3C(NN(C3=O)C3=CC=CCC3)=O)C=C2)OC)C=C1